C(=S)=C1NC(C2=C(N1CC1=C(C=CC=C1)C1NCCC(C1)C(F)(F)F)C=CN2)=O 2-thiocarbonyl-1-(2-(4-(trifluoromethyl)piperidin-2-yl)benzyl)-1,2,3,5-tetrahydro-4H-pyrrolo[3,2-d]pyrimidin-4-one